C12(CC(C1)C2)N2N=NC(=C2)C(C2=C1C=CN(C(C1=CC=C2)=O)C)OC(NC=2C=C1C(=C(C=NC1=C(C2)Cl)C#N)NCC(C)(C)C)=O (1-(bicyclo[1.1.1]pentan-1-yl)-1H-1,2,3-triazol-4-yl(2-methyl-1-oxo-1,2-dihydroisoquinolin-5-yl)methyl)(8-chloro-3-cyano-4-(neopentylamino)quinolin-6-yl)carbamate